5-(1-((4-chlorophenyl)sulfonyl)-1,2,5,6-tetrahydropyridin-4-yl)-3-benzyloxy-pyridine ClC1=CC=C(C=C1)S(=O)(=O)N1CC=C(CC1)C=1C=C(C=NC1)OCC1=CC=CC=C1